O=C1NC(CCC1N1C(C2=CC=C(C=C2C1=O)N1CC2(C1)CCNCC2)=O)=O (2,6-dioxopiperidin-3-yl)-5-(2,7-diazaspiro[3.5]nonan-2-yl)isoindoline-1,3-dione